6-(2-(5-((7R)-7-amino-2-azabicyclo[2.2.1]heptane-2-carbonyl)-7-methoxy-1-(methyl-d3)-1H-benzo[d]imidazol-2-yl)-1-(cyclopropylmethyl)-1H-pyrrolo[2,3-b]pyridin-6-yl)isoindolin-1-one N[C@H]1C2N(CC1CC2)C(=O)C2=CC1=C(N(C(=N1)C1=CC=3C(=NC(=CC3)C3=CC=C4CNC(C4=C3)=O)N1CC1CC1)C([2H])([2H])[2H])C(=C2)OC